5-chloro-4-cyclopropylphenol formate C(=O)OC1=CC=C(C(=C1)Cl)C1CC1